6-Fluoro-N-({(3S,4R)-2-[5-fluoro-2-(2H-1,2,3-triazol-2-yl)benzoyl]-4-methyl-2-azabicyclo[3.1.1]heptan-3-yl}methyl)-1,3-benzothiazol-2-amin FC1=CC2=C(N=C(S2)NC[C@H]2N(C3CC([C@H]2C)C3)C(C3=C(C=CC(=C3)F)N3N=CC=N3)=O)C=C1